Cl.NCC=1C=NN(C1)CC1=C2CCCOC2=C2C(=NOC2=C1)NS(=O)(=O)C1=C(C=CC(=C1)CC)OC N-(5-((4-(aminomethyl)-1H-pyrazol-1-yl)methyl)-3,4-dihydro-2H-chromeno[8,7-d]isoxazol-9-yl)-5-ethyl-2-methoxybenzenesulfonamide hydrochloride